2,3-dichloro-6-((2-(trimethylsilyl)ethoxy)methoxy)benzaldehyde ClC1=C(C=O)C(=CC=C1Cl)OCOCC[Si](C)(C)C